C(C)C1=CC=C(CN2N=C(N=N2)C2=CC=C(C=C2)S(=O)(=O)NCCO)C=C1 4-(2-(4-ethylbenzyl)-2H-tetrazol-5-yl)-N-(2-hydroxyethyl)benzenesulfonamide